ClC=1C(=C(C=CC1)[C@@H]1N(OCC1)C1=CC(=NC=N1)NC=1C(=CC(=C(C1)NC(C=C)=O)N(C)CCN(C)C)OC)C N-(5-((6-((R)-3-(3-chloro-2-methylphenyl)isoxazolidine-2-yl)pyrimidine-4-yl)amino)-2-((2-(dimethylamino)ethyl)(methyl)amino)-4-methoxyphenyl)acrylamide